ClC=1C=CC(=C(C1)C1(CCN(CC1)CC=1C=NN(C1)C1=CC=CC=C1)O)C(OC)OC 4-[5-chloro-2-(dimethoxymethyl)phenyl]-1-[(1-phenylpyrazol-4-yl)methyl]piperidin-4-ol